5-methoxynicotinic acid methyl ester COC(C1=CN=CC(=C1)OC)=O